tert-butyl 3-((6-((tert-butoxycarbonyl) (pyridin-4-yl) amino) pyridin-3-yl) oxy)-2-hydroxypropionate C(C)(C)(C)OC(=O)N(C1=CC=C(C=N1)OCC(C(=O)OC(C)(C)C)O)C1=CC=NC=C1